(2R,3R,4R,5R)-5-(4-amino-7H-pyrrolo[2,3-d]pyrimidin-7-yl)-4-fluoro-2-(hydroxymethyl)tetrahydrofuran-3-ol NC=1C2=C(N=CN1)N(C=C2)[C@H]2[C@@H]([C@@H]([C@H](O2)CO)O)F